C(#C)C(C(=O)O)C1=CC=CC=C1 (acetylenyl)phenylacetic acid